C1(CCC1)C1=C(C=CC=C1F)C1=C(C=CC(=C1)C(C(=O)NS(=O)(=O)CC)(C)C)OCC1CC(C1)NC(=O)C1(CNC2(CCC2)C1)F N-{(1r,3r)-3-[({2'-cyclobutyl-5-[1-(ethanesulfonamido)-2-methyl-1-oxopropan-2-yl]-3'-fluoro[1,1'-biphenyl]-2-yl}oxy)methyl]cyclobutyl}-7-fluoro-5-azaspiro[3.4]octane-7-carboxamide